N[C@H](C(=O)NC=1SC(=CN1)C(CC(F)(F)F)C1=NN=C2N1C=C(C=C2)C#N)C2CCC(CC2)(F)F (2S)-2-amino-N-(5-(1-(6-cyano-[1,2,4]triazolo[4,3-a]pyridin-3-yl)-3,3,3-trifluoropropyl)thiazol-2-yl)-2-(4,4-difluorocyclohexyl)acetamide